O=C1NC=2C(=NC=C(C2)C(=O)N)N1 2-oxo-2,3-dihydro-1H-imidazo[4,5-b]Pyridine-6-carboxamide